3-fluoro-bicyclo[1.1.1]pentane-1-amine hydrochloride Cl.FC12CC(C1)(C2)N